N-isobutyryl-5'-O-[bis(4-methoxyphenyl)phenylmethyl]-2'-O-methyl-guanosine C(C(C)C)(=O)NC=1NC(C=2N=CN([C@H]3[C@H](OC)[C@H](O)[C@@H](COC(C4=CC=CC=C4)(C4=CC=C(C=C4)OC)C4=CC=C(C=C4)OC)O3)C2N1)=O